1-hydroxyoctadecenoyl-Carnitine OC(C(=CCCCCCCCCCCCCCCC)C(O)(C[N+](C)(C)C)CC([O-])=O)=O